FC=1C=C(C(=CC1)C1=C(C=CC=C1)F)C(=O)O 4,2'-difluoro-1,1'-biphenyl-2-carboxylic acid